(S,E)-5-(dimethylamino)-3-((3-(3-(2-(4-(dimethylamino)-N-methylbut-2-enamido)propanamido)propoxy)-5-fluorophenyl)amino)-6-ethylpyrazine-2-carboxamide CN(C=1N=C(C(=NC1CC)C(=O)N)NC1=CC(=CC(=C1)F)OCCCNC([C@H](C)N(C(\C=C\CN(C)C)=O)C)=O)C